C(#N)[C@]1(CC12CC2)C=2C=C1C=C(N=CC1=CC2)NC(=O)C2CC(OC(C2)(C)C)(C)C N-(6-((S)-1-cyanospiro[2.2]pentan-1-yl)isoquinolin-3-yl)-2,2,6,6-tetramethyltetrahydro-2H-pyran-4-carboxamide